2-bromo-4-(trifluoromethoxy)benzoic acid BrC1=C(C(=O)O)C=CC(=C1)OC(F)(F)F